CN1CC(C1)[C@H](C)NC(=O)C=1C=NC2=C(C=CC=C2C1)C1=CC=C(C=C1)C(F)(F)F N-[(1S)-1-(1-Methylazetidin-3-yl)ethyl]-8-[4-(trifluoromethyl)phenyl]quinoline-3-carboxamide